(3S,4S)-4-{[5-(2,4-difluoro-phenyl)-isoxazole-3-carbonyl]-amino}-1-((1S)-3,3-dimethyl-cyclohexyl)-piperidine-3-carboxylic acid dimethylamide CN(C(=O)[C@H]1CN(CC[C@@H]1NC(=O)C1=NOC(=C1)C1=C(C=C(C=C1)F)F)[C@@H]1CC(CCC1)(C)C)C